5-amino-1-(4-oxocyclohexyl)-3-(4-phenoxyphenyl)-3,4-dihydropyrimido[4,5-d]pyrimidin-2(1H)-one NC1=C2C(=NC=N1)N(C(N(C2)C2=CC=C(C=C2)OC2=CC=CC=C2)=O)C2CCC(CC2)=O